3-[bis(2-hydroxyethyl)amino]-2-hydroxypropanesulfonic acid OCCN(CC(CS(=O)(=O)O)O)CCO